F[C@H]1CN(CC[C@H]1NC1=C2C=C(N(C2=CC=C1)CC(F)(F)F)C#CCNC1=C(C=C(C(=O)O)C=C1)OC)C[C@H](COC)O 4-((3-(4-(((3S,4R)-3-fluoro-1-((R)-2-hydroxy-3-methoxypropyl)piperidin-4-yl)amino)-1-(2,2,2-trifluoroethyl)-1H-indol-2-yl)prop-2-yn-1-yl)amino)-3-methoxybenzoic acid